5-Bromo-N-methyl-N-(1-methylpiperidin-4-yl)pyrazolo[1,5-a]pyridine-3-carboxamide BrC1=CC=2N(C=C1)N=CC2C(=O)N(C2CCN(CC2)C)C